4-(furan-2-yl)-2-(methylthio)-6-((3-(trifluoromethyl)benzyl)amino)pyrimidine-5-carbonitrile O1C(=CC=C1)C1=NC(=NC(=C1C#N)NCC1=CC(=CC=C1)C(F)(F)F)SC